4-(1-oxo-1,2,3,4-tetrahydroisoquinolin-8-yl)isoindoline-2-carbonitrile O=C1NCCC2=CC=CC(=C12)C1=C2CN(CC2=CC=C1)C#N